10-(1-((6-chloro-2-(3-methyl-1H-pyrazol-4-yl)pyridin-3-yl)amino)ethyl)-3-(hydroxymethyl)-8-methyl-4,5-dihydro-3H,6H-2,2a,5a-triazaaceanthrylen-6-one ClC1=CC=C(C(=N1)C=1C(=NNC1)C)NC(C)C=1C=C(C=C2C(N3CCC(N4N=CC(C12)=C43)CO)=O)C